Cl.OC(C)(C)C(C)(C)O pinacol hydrochloride